C(C)N[C@H](C)C(=O)O N-Ethyl-D-alanine